FC(C)(F)C1=NN(C(=C1C)C(=O)O)CC1(CC(C1)(F)F)C(F)F 3-(1,1-difluoroethyl)-1-((1-(difluoromethyl)-3,3-difluorocyclobutyl)methyl)-4-methyl-1H-pyrazole-5-carboxylic acid